Cl.N[C@H](C(=O)OC)CC(=O)OC 1,4-dimethyl (2S)-2-aminobutanedioate hydrochloride